5-(4-(4-Methylpiperazin-1-yl)phenyl)-3-(3-(trifluoromethoxy)phenyl)-1H-pyrazolo[3,4-b]pyridine CN1CCN(CC1)C1=CC=C(C=C1)C=1C=C2C(=NC1)NN=C2C2=CC(=CC=C2)OC(F)(F)F